1-allyl-7-methylsulfonyl-4H-pyrimido[4,5-d][1,3]oxazin-2-one C(C=C)N1C(OCC2=C1N=C(N=C2)S(=O)(=O)C)=O